C(C#CC)OC=1C(=CC2=CN(N=C2C1)C)NC(=O)C=1N=CC(=NC1)N1C[C@@H](CC1)N(C(OC(C)(C)C)=O)C1CC1 tert-butyl (R)-(1-(5-((6-(but-2-yn-1-yloxy)-2-methyl-2H-indazol-5-yl)carbamoyl)pyrazin-2-yl)pyrrolidin-3-yl)(cyclopropyl)carbamate